trichloromethyl (4-(3-nitrophenyl)thiazol-2-yl)(3-(trifluoromethyl)phenyl)carbamate [N+](=O)([O-])C=1C=C(C=CC1)C=1N=C(SC1)N(C(OC(Cl)(Cl)Cl)=O)C1=CC(=CC=C1)C(F)(F)F